C(C=C)C=1CCCCN(C1C(=C(C)O)C(C)=O)S(=O)(=O)C1=C(C=CC=C1)Cl 6-allyl-7-(1-acetyl-2-hydroxy-1-propenyl)-1-o-chlorobenzenesulfonyl-2,3,4,5-tetrahydro-1H-azepine